([2-chloro-6-[(3R)-3-methylmorpholin-4-yl]pyrimidin-4-yl]methyl)(methyl)(methylimino)-lambda6-sulfanone ClC1=NC(=CC(=N1)CS(=O)(=NC)C)N1[C@@H](COCC1)C